N-alpha-Fmoc-L-glutamic acid alpha-benzyl ester C1=CC=C(C=C1)COC(=O)[C@H](CCC(=O)O)NC(=O)OCC2C3=CC=CC=C3C4=CC=CC=C24